CN(CC(=O)N1CCC(CC1)NC1=C2C=CN(C2=CC=C1)CC(F)(F)F)C 4-((1-(dimethylglycyl)piperidin-4-yl)amino)-1-(2,2,2-trifluoroethyl)-1H-indol